ClC=1C=C(C=C(C1)Cl)C1=NC(=CC(=C1)CN1CCC(CC1)CC(=O)O)OC=1C=NC(=NC1)N1CC(NCC1)(C)C 2-(1-((2-(3,5-dichloro-phenyl)-6-((2-(3,3-dimethylpiperazin-1-yl)pyrimidin-5-yl)oxy)pyridin-4-yl)methyl)piperidin-4-yl)acetic acid